chloro-3-oxo-propanoate ClC(C(=O)[O-])C=O